FC1=CC=C(OC2CN(C2)C2=CC(=C3C(=N2)CC[S@]3=O)NC3CCOCC3)C=C1 (1R)-5-(3-(4-fluorophenoxy)azetidin-1-yl)-7-((tetrahydro-2H-pyran-4-yl)amino)-2,3-dihydrothieno[3,2-b]pyridine-1-oxide